Cl.CNC(=O)C=1C=CC2=C(OC[C@@H]3N2CCNC3)N1 |r| (±)-N-Methyl-1,2,3,4,4a,5-hexahydropyrazino[1,2-d]pyrido[2,3-b][1,4]oxazine-8-formamide hydrochloride